(S)-4,4-difluoro-1-glycylpyrrolidine-2-carbonitrile formate C(=O)O.FC1(C[C@H](N(C1)C(CN)=O)C#N)F